2,4-Dichloro-3-nitroquinoline ClC1=NC2=CC=CC=C2C(=C1[N+](=O)[O-])Cl